(2S)-2-fluoro-2-[[(2S,5R)-2-(hydroxymethylcarbamoyl)-3-methyl-7-oxo-1,6-diazabicyclo[3.2.1]oct-3-en-6-yl]oxy]acetic acid lithium salt [Li+].F[C@@H](C(=O)[O-])ON1[C@@H]2C=C([C@H](N(C1=O)C2)C(NCO)=O)C